ClC(C)C1=NC=2C(=NC=CC2)N1C[C@H]1OCC1 2-(1-chloroethyl)-3-(((S)-oxetan-2-yl)methyl)-3H-imidazo[4,5-b]pyridine